(N-(2-(Dinonylamino)ethyl)-N-nonylglycyl)piperidin C(CCCCCCCC)N(CCN(CC(=O)N1CCCCC1)CCCCCCCCC)CCCCCCCCC